C1(C=CC2=CC=CC=C12)[Zr](Cl)(Cl)Cl (indenyl)trichlorozirconium